CN1C(C(C2=CC=CC=C12)(CC(F)F)C)=O 1,3-dimethyl-3-difluoroethyl-2-oxindole